3-amino-N-((1r,3r)-3-methoxycyclobutyl)-6-(3-methylimidazo[1,2-a]pyridin-6-yl)-5-(oxazol-2-yl)pyrazine-2-carboxamide NC=1C(=NC(=C(N1)C=1OC=CN1)C=1C=CC=2N(C1)C(=CN2)C)C(=O)NC2CC(C2)OC